(E)-N-(3-chlorobenzyl)-2-cyano-3-(1H-pyrrolo[2,3-b]pyridin-3-yl)acrylamide ClC=1C=C(CNC(\C(=C\C2=CNC3=NC=CC=C32)\C#N)=O)C=CC1